2-(bromomethyl)-3-fluoropyridine BrCC1=NC=CC=C1F